Cl.NC/C(/CN1N=C2C(C(NCC2)=O)=C1)=C\F (E)-2-(2-(aminomethyl)-3-fluoroallyl)-2,5,6,7-tetrahydro-4H-pyrazolo[4,3-c]pyridin-4-one hydrochloride